3-(2-Cyclopropylthiazol-5-yl)-N-((trans-4-(3-fluoro-1-methyl-1H-indazol-5-yl)cyclohexyl)methyl)aniline C1(CC1)C=1SC(=CN1)C=1C=C(NC[C@@H]2CC[C@H](CC2)C=2C=C3C(=NN(C3=CC2)C)F)C=CC1